NC1=CC=C(OC=2C3=C(N=CN2)CN(CC3)C(=O)OC(C)(C)C)C=C1 tert-butyl 4-(4-aminophenoxy)-5,6-dihydropyrido[3,4-d]pyrimidine-7(8H)-carboxylate